CN1N=C(C=C1C1(CCC1)N)C1=CC(=NC=C1)C(F)(F)F 1-(1-methyl-3-(2-(trifluoromethyl)pyridin-4-yl)-1H-pyrazol-5-yl)cyclobutan-1-amine